CC(CCCC)C(=O)N hexane-2-carboxamide